FC=1C=C(C(=O)N)C=CC1OC1=CC=C(C=C1)CN1C(CCC1)C=1C(=NN(C1)C)OC (-)-3-Fluoro-4-(4-{[2-(3-methoxy-1-methyl-1H-pyrazol-4-yl)pyrrolidin-1-yl]methyl}phenoxy)benzamid